4-[(1R)-1-aminopropyl]-2-{6-[(5R)-5-methyl-6,7-dihydro-5H-pyrrolo[2,1-c][1,2,4]triazol-3-yl]pyridin-2-yl}-6-[(2R)-2-methylpyrrolidin-1-yl]-2,3-dihydro-1H-pyrrolo[3,4-c]pyridin-1-one N[C@H](CC)C1=NC(=CC2=C1CN(C2=O)C2=NC(=CC=C2)C=2N1C(=NN2)CC[C@H]1C)N1[C@@H](CCC1)C